((5-(2-chloro-3-fluorophenyl)-1,1-dioxo-4H-benzo[e][1,2,4]thiadiazin-3-yl)amino)-N,N-dimethylacetamide ClC1=C(C=CC=C1F)C1=CC=CC2=C1NC(=NS2(=O)=O)NCC(=O)N(C)C